tert-butyl-diphenyl-[[7-chloro-6-(3-fluoro-2-pyridyl)-4-methyl-8-(trifluoromethyl)-4H-imidazo[1,2-a][1,4]benzodiazepin-1-yl]methoxy]silane C(C)(C)(C)[Si](OCC1=CN=C2N1C1=C(C(=NC2C)C2=NC=CC=C2F)C(=C(C=C1)C(F)(F)F)Cl)(C1=CC=CC=C1)C1=CC=CC=C1